3-(5-cyclopropylpyridin-3-yl)-3-(5-(2-(5,6,7,8-tetrahydro-1,8-naphthyridin-2-yl)ethoxy)-1H-indazol-1-yl)propanoic acid C1(CC1)C=1C=C(C=NC1)C(CC(=O)O)N1N=CC2=CC(=CC=C12)OCCC1=NC=2NCCCC2C=C1